2,4,5-trifluorophenol fluorine [F].FC1=C(C=C(C(=C1)F)F)O